COC1=NC(=NC(=C1)OC)NC1=C(C=CC=C1)C1CCNCC1 4,6-dimethoxy-N-(2-(piperidin-4-yl)phenyl)pyrimidin-2-amine